Nα,Nα-Bis(Carboxymethyl)Lysin C(=O)(O)CN([C@@H](CCCCN)C(=O)O)CC(=O)O